C1(CCC=CCC1)O cyclohept-4-en-1-ol